FC=1C=C(C=CC1F)[N+](=O)[O-] 3,4-difluoronitrobenzen